tert-Butyl (S)-(E)-3-((3-butyl-7-(ethylthio)-5-(4-fluorophenyl)-1,1-dioxido-2,3,4,5-tetrahydro-1,5-benzothiazepin-8-yl)oxy)acrylate C(CCC)[C@@H]1CS(C2=C(N(C1)C1=CC=C(C=C1)F)C=C(C(=C2)O/C=C/C(=O)OC(C)(C)C)SCC)(=O)=O